[C@@H]1([C@H](O)[C@H](O)[C@@H](O)[C@@H](O1)C)O[C@H]1[C@@H](O[C@H]([C@@H]([C@H]1O)O)C)C(C(=O)O)(C(CCCCCCC)O)C(CC(CCCCCCC)O)=O alpha-L-rhamnopyranosyl-(1-2)-alpha-L-rhamnopyranosyl-3-hydroxydecanoyl-3-hydroxydecanoic acid